COCC1=CC=CC(=N1)N1N=C(C=C1)B(O)O (1-(6-(methoxymethyl)pyridin-2-yl)-1H-pyrazol-3-yl)boronic acid